3-fluoro-piperidine-1-carboxylic acid benzyl ester C(C1=CC=CC=C1)OC(=O)N1CC(CCC1)F